2-(dimethylamino)-3,10-dimethoxy-5,6,7,8,13,13a-hexahydroisoquinolino[2,1-b]isoquinolin-9-yl benzenesulfonate C1(=CC=CC=C1)S(=O)(=O)OC1=C(C=CC=2CC3N(CC12)CCC=1C=C(C(=CC13)N(C)C)OC)OC